3,5-bis(guanidino)-1-(4-vinylbenzyl)-1H-1,2,4-triazole N(C(=N)N)C1=NN(C(=N1)NC(=N)N)CC1=CC=C(C=C1)C=C